4-(4-((3-(2,6-Dioxopiperidin-3-yl)-1-methyl-1H-indazol-7-yl)oxy)piperidine-1-carbonyl)benzonitrile O=C1NC(CCC1C1=NN(C2=C(C=CC=C12)OC1CCN(CC1)C(=O)C1=CC=C(C#N)C=C1)C)=O